(S)-4-(7-(3-carbamoyl-cyclobutyl)-5-cyclopropyl-7H-pyrrolo[2,3-d]pyrimidin-4-yl)-3-methylpiperazine-1-carboxylic acid tert-butyl ester C(C)(C)(C)OC(=O)N1C[C@@H](N(CC1)C=1C2=C(N=CN1)N(C=C2C2CC2)C2CC(C2)C(N)=O)C